ethyl 5-chloro-1-(2-fluorobenzyl)-4-(2-methoxyethyl)-1H-pyrazole-3-carboxylate ClC1=C(C(=NN1CC1=C(C=CC=C1)F)C(=O)OCC)CCOC